C(C)(C)(C)C1N(CC[C@H]([C@@H]1F)N)C(=O)OC[C@@H]1[C@H]([C@H]([C@@H](O1)N1C=NC=2C(NC3CCCC3)=NC(=NC12)N=NNC(=O)NC1=CC=CC=C1)O)O N6-cyclopentyl-2-(3-phenylaminocarbonyltriazene-1-yl)adenosine tert-butyl-(3S,4R)-4-amino-3-fluoropiperidine-1-carboxylate